ClC1=CC=C(C=C1)C(C=1N(C=2C(=C3CC[C@@H](N(C3=CC2)C(=O)OC)C)N1)[C@H]1C[C@@H](CCC1)C(=O)OC)O methyl (7S)-2-[(4-chlorophenyl) (hydroxy) methyl]-3-[(1r,3r)-3-(methoxycarbonyl) cyclohexyl]-7-methyl-3h,6h,7h,8h,9h-imidazo[4,5-f]quinoline-6-carboxylate